C(C)(C)(C)OC(=O)N1CCC(CC1)C(NC(C)=O)=O 4-(Acetylcarbamoyl)piperidine-1-carboxylic acid tert-butyl ester